OC1=C(C=C(C=C1)C(C(CO)OC1=C(C=CC=C1)OC)O)OC 1-(4-hydroxy-3-methoxyphenyl)-2-(2-methoxyphenoxy)-1,3-propanediol